ClC1=C2NCCNC2=CC=C1Cl 5,6-dichloro-tetrahydroquinoxaline